CS(=O)(=O)OCCCCCCOC1=C(C=CC=C1)C(C1=CC=C(C=C1)Cl)=C1C2CC3CC(CC1C3)C2 (((Z)-((5S,7S)-Adamantan-2-ylidene)(4-chlorophenyl)methyl)phenoxy)hexyl methanesulfonate